CC=1SC(=C(C1C(=O)NC1CC2(CC(C2)C(=O)O)C1)CC1=CC=C(C=C1)C1=CC=C(C=C1)S(=O)(=O)C)C 6-(2,5-dimethyl-4-((4'-(methylsulfonyl)-[1,1'-biphenyl]-4-yl)methyl)thiophene-3-carboxamido)spiro[3.3]heptane-2-carboxylic acid